C(C)C1=C(C=NN1C1CCN(CC1)C(=O)C1(CNC1)F)C=1C=C(C=2N(C1)N=CC2C#N)OC 6-(5-ethyl-1-(1-(3-fluoroazetidine-3-carbonyl)piperidin-4-yl)-1H-pyrazol-4-yl)-4-methoxypyrazolo[1,5-a]pyridine-3-carbonitrile